N1C(=NC(=C1)C#N)C#N imidazoledinitrile